O-(2,2-dimethyl-3,3-diphenyl-4,7,10-trioxa-3-siladodecane-12-yl) S-methyldithiocarbonate C[SH-]C(OCCOCCOCCO[Si](C(C)(C)C)(C1=CC=CC=C1)C1=CC=CC=C1)=S